ONC(=O)C=1C=CC2=CN(N=C2C1)CCC1=CC=C(C=C1)F 2-(2-(4-fluorophenyl)ethyl)-2H-indazole-6-carboxylic acid hydroxyamide